N-cyclopropyl-2'-(3-fluorophenyl)-6,6'-difluoro-2,4'-biquinoline-4-amide C1(CC1)NC(=O)C1=CC(=NC2=CC=C(C=C12)F)C1=CC(=NC2=CC=C(C=C12)F)C1=CC(=CC=C1)F